BrC1=C(C(=CC2=C1C[C@](O2)(C2=CC=CC=C2)[C@H](CC=C)NS(=O)C(C)(C)C)F)Cl N-((S)-1-((S)-4-bromo-5-chloro-6-fluoro-2-phenyl-2,3-dihydrobenzofuran-2-yl)but-3-en-1-yl)-2-methylpropane-2-sulfinamide